C(C)C1=C(CN2C[C@H](CC2)C(=O)O)C=CC(=C1)/C(/C)=N/OCC1=CC=C(C=C1)C=1C=NC=NC1 (S,E)-1-(2-ethyl-4-(1-(((4-(pyrimidin-5-yl)benzyl)oxy)imino)ethyl)benzyl)pyrrolidine-3-carboxylic acid